C(#N)C1=CC(=C(OCC(C(=O)OC)(C)C)C=C1)C(F)(F)F methyl 3-(4-cyano-2-(trifluoromethyl) phenoxy)-2,2-dimethylpropionate